C1(CC1)N1C(=NC2=C1C=C(C(=C2)F)F)C=2C=C(N=NC2)N2CCN(CC2)C(=O)OC(C)(C)C tert-Butyl 4-(5-(1-cyclopropyl-5,6-difluoro-1H-benzo[d]imidazol-2-yl)pyridazin-3-yl)piperazine-1-carboxylate